N-[(1R,3S)-3-{[2-(trifluoromethyl)quinolin-4-yl]amino}cyclohexyl]pyridine-3-carboxamide FC(C1=NC2=CC=CC=C2C(=C1)N[C@@H]1C[C@@H](CCC1)NC(=O)C=1C=NC=CC1)(F)F